NC1=NN2C(C=C(C=C2)C=2C(=C(OCCC(C(C)(O)C3=CC=C(C=C3)Cl)(F)F)C=CC2)F)=N1 5-(3-(2-amino-[1,2,4]triazolo[1,5-a]pyridin-7-yl)-2-fluorophenoxy)-2-(4-chlorophenyl)-3,3-difluoropentan-2-ol